N,N'-{(8-benzyl-1,4,8-triazacycloundecane-1,4-diyl)bis[methylene(2-hydroxy-5-methyl-3,1-phenylene)]}bis[3-hydroxy-2-(hydroxymethyl)propanamide] C(C1=CC=CC=C1)N1CCCN(CCN(CCC1)CC=1C(=C(C=C(C1)C)NC(C(CO)CO)=O)O)CC=1C(=C(C=C(C1)C)NC(C(CO)CO)=O)O